C1C2CC3C1=CCC(C3)C2 hexahydro-2H-2,5-methanocyclopenta[b]benzene